2-((1H-1,2,3-triazol-4-yl)methyl)-1-oxo-1,2-dihydroisoquinolin N1N=NC(=C1)CN1C(C2=CC=CC=C2C=C1)=O